tert-butyl 2-((6-bromopyridin-2-yl)methyl)-3-oxopyrrolidine-1-carboxylate BrC1=CC=CC(=N1)CC1N(CCC1=O)C(=O)OC(C)(C)C